O=C1NC2(CN(C2)C(=O)OC2CC(C2)COC2=C(C=C(C(=C2)F)F)F)CO1 3-((2,4,5-trifluorophenoxy)methyl)cyclobutyl 6-oxo-7-oxa-2,5-diazaspiro[3.4]octane-2-carboxylate